(2S,3R,5R)-3-((E)-(2-(5-(2-chloro-3,4-dihydroxybenzamido)picolinoyl)hydrazono)methyl)-3-methyl-7-oxo-4-thia-1-azabicyclo[3.2.0]heptane-2-carboxylic acid 4,4-dioxide ClC1=C(C(=O)NC=2C=CC(=NC2)C(=O)N\N=C\[C@]2([C@@H](N3C(C[C@H]3S2(=O)=O)=O)C(=O)O)C)C=CC(=C1O)O